stearylvinyl ether C(CCCCCCCCCCCCCCCCC)OC=C